7-[(2-chloro-5-fluorophenyl)carbonyl]-6-{[(2,4-dimethoxyphenyl)methyl]amino}quinoline-8-carbonitrile ClC1=C(C=C(C=C1)F)C(=O)C1=C(C=C2C=CC=NC2=C1C#N)NCC1=C(C=C(C=C1)OC)OC